p-vinylbenzylboronic acid C(=C)C1=CC=C(CB(O)O)C=C1